NC1=C(C=C(C(=O)N)C=C1)OC 4-amino-3-methoxybenzamide